C(#N)C=1C(=NC(=NC1)N[C@H]1C[C@H](CCC1)N1C=NC2=C1C=CC(=C2)C#N)C=2C=NN(C2)CC(F)F 1-((1S,3R)-3-((5-cyano-4-(1-(2,2-difluoroethyl)-1H-pyrazol-4-yl)pyrimidin-2-yl)amino)cyclohexyl)-1H-benzo[d]imidazole-5-carbonitrile